4-((2,5-dimethyl-4,5-dihydro-2H-[1,2,3]triazolo[4,5-c]quinolin-6-yl)amino)-N-(methyl-d3)pyridazine-3-carboxamide CN1N=C2C(CN(C=3C(=CC=CC23)NC2=C(N=NC=C2)C(=O)NC([2H])([2H])[2H])C)=N1